C(C)(C)(C)OC(=O)NC1(CC1)C=1N=C(N(C1)COCC[Si](C)(C)C)C(=O)OC methyl 4-(1-((tert-butoxycarbonyl)amino)cyclopropyl)-1-((2-(trimethylsilyl)ethoxy)methyl)-1H-imidazole-2-carboxylate